NC1=C(C=C(C=C1)NS(=O)(=O)CCO)N1CC[Si](CC1)(C)C N-(4-amino-3-(4,4-dimethyl-1,4-azasilinan-1-yl)phenyl)-2-hydroxyethane-1-sulfonamide